7-(6-(difluoromethoxy)pyridin-2-yl)-6-methyl-N-(3-methyl-4-(4-methylpiperazin-1-yl)phenyl)-7H-pyrrolo[2,3-d]pyrimidin-2-amine FC(OC1=CC=CC(=N1)N1C(=CC2=C1N=C(N=C2)NC2=CC(=C(C=C2)N2CCN(CC2)C)C)C)F